2-[6-[4-Chloro-3-(1,1-difluoroethyl)phenyl]pyrazolo[4,3-b]pyridin-1-yl]-1-(3-fluoroazetidin-1-yl)ethanone ClC1=C(C=C(C=C1)C=1C=C2C(=NC1)C=NN2CC(=O)N2CC(C2)F)C(C)(F)F